acryloxydecyldiiodomethylsilane C(C=C)(=O)OCCCCCCCCCC[SiH2]C(I)I